C(C)C1=C(N=C(C(=N1)C)C)C 6-ethyl-2,3,5-trimethylpyrazine